N-(1-(5-((6,6-dimethyl-2-hepten-4-yn-1-yl)mercapto)-1,3,4-oxadiazol-2-yl)-2-(indol-3-yl)ethyl)-2-(4-(trifluoromethyl)phenyl)acetamide CC(C#CC=CCSC1=NN=C(O1)C(CC1=CNC2=CC=CC=C12)NC(CC1=CC=C(C=C1)C(F)(F)F)=O)(C)C